CON1C=CC2=CC=CC=C12 1-Methoxyindole